COCC(Cl)Cl 2,2-dichloroethyl methyl ether